Strontium carbonat C([O-])([O-])=O.[Sr+2]